4-hydroxybenzylmalonate OC1=CC=C(CC(C(=O)[O-])C(=O)[O-])C=C1